(S)-2-amino-3-(4-(2-oxo-1,2-dihydroquinolin-6-yl)phenyl)propanoic acid N[C@H](C(=O)O)CC1=CC=C(C=C1)C=1C=C2C=CC(NC2=CC1)=O